4-amino-N-((3S,4R)-3-methoxytetrahydro-2H-pyran-4-yl)-N-((5-(trifluoromethyl)-2-pyridinyl)methyl)-1,3-dihydrofuro[3,4-c]quinoline-8-carboxamide NC1=NC=2C=CC(=CC2C2=C1COC2)C(=O)N(CC2=NC=C(C=C2)C(F)(F)F)[C@H]2[C@@H](COCC2)OC